COC=1C=C(C(=O)NC)C=CC1OC 3,4-dimethoxy-N-methylbenzamide